C(C)(C)(C)OC(=O)N1C[C@H]([C@@H](CC1)C1=NC=C(C=C1)Cl)C(NC=1C=CC=C2C=CC=NC12)=O (3S,4R)-4-(5-chloro-2-pyridinyl)-3-(8-quinolinylcarbamoyl)piperidine-1-carboxylic acid tert-butyl ester